potassium N-myristoyl-L-aspartate C(CCCCCCCCCCCCC)(=O)N[C@@H](CC(=O)[O-])C(=O)[O-].[K+].[K+]